tert-butyl 4-(7-fluoroimidazo[1,2-a]pyridin-3-yl)-7-((5-((S)-2-((S)-1-hydroxyethyl) (N-morpholinyl)) pyridin-2-yl) amino)-1-oxoisoindoline-2-carboxylate FC1=CC=2N(C=C1)C(=CN2)C2=C1CN(C(C1=C(C=C2)NC2=NC=C(C=C2)N2C[C@H](OCC2)[C@H](C)O)=O)C(=O)OC(C)(C)C